1-(7-bromo-3,4-dihydroisoquinolin-2(1H)-yl)ethan-1-one ethyl-3-phenylprop-2-enoate (ethyl-cinnamate) C(C)C(C(=O)O)=CC1=CC=CC=C1.C(C)OC(C=CC1=CC=CC=C1)=O.BrC1=CC=C2CCN(CC2=C1)C(C)=O